5-pyrimidinemethanol N1=CN=CC(=C1)CO